C(C(=O)O)(=O)O.FC1=C(C=CC=C1)N1CC2CN(CC2C1)C 2-(2-fluorophenyl)-5-methyloctahydropyrrolo[3,4-c]pyrrole oxalate